Cl.N[C@H](CNC(=O)C=1NC2=CC(=CC=C2C1)C1=C(C=C(C=C1)F)Cl)CCCN (S)-N-(2,5-diaminopentyl)-6-(4-fluoro-2-chlorophenyl)-1H-indole-2-carboxamide hydrogen chloride salt